[N+]1(=CC=CC=C1)[O-] PYRIDINE-1-OXIDE